(R)-(4-methyl-6-oxo-1-(pyridazin-3-yl)-1,6-dihydropyridin-3-yl)-4-oxo-4,5-dihydro-3H-1-thia-3,5,8-triazaacenaphthylene-2-carboxamide CC=1C(=CN(C(C1)=O)C=1N=NC=CC1)N1C2=C(SC=3N=CC=C(NC1=O)C32)C(=O)N